5-(4-((1-(4-(2-(3-Chloro-4-cyanophenyl)-3-methyl-2,8-diazaspiro[4.5]decan-8-yl)benzoyl)piperidin-4-yl)methyl)piperazin-1-yl)-N-(2,6-dioxopiperidin-3-yl)picolinamide ClC=1C=C(C=CC1C#N)N1CC2(CC1C)CCN(CC2)C2=CC=C(C(=O)N1CCC(CC1)CN1CCN(CC1)C=1C=CC(=NC1)C(=O)NC1C(NC(CC1)=O)=O)C=C2